CC1=C2C=CN=C(C2=CC=C1)C(C)(C)N 2-(5-methylisoquinolin-1-yl)propan-2-amine